3-ethylbenzthiazoline-6-sulfonate C(C)N1CSC2=C1C=CC(=C2)S(=O)(=O)[O-]